CCCCCCCCCCCC/C=C/C=O pentadecenal